CC1=NC2=C(C=CC=C2C=C1)O.CC1=NC2=C(C=CC=C2C=C1)O.[Al+3] aluminum (III) bis(2-methyl-8-hydroxyquinoline)